ClC1=CC=2C3=C(NC2C=C1)[C@@H](CCN3C)C(=O)N (R)-8-chloro-1-methyl-2,3,4,5-tetrahydropyrido[3,2-b]indole-4-carboxamide